NC1=C(C=C(C=C1Br)N1C=NC=C1)C#CCNC(OC(C)(C)C)=O tert-Butyl (3-(2-amino-3-bromo-5-(1H-imidazol-1-yl)phenyl)prop-2-yn-1-yl)carbamate